ClC=1C=C(C=CC1)C1=NC(=C2N1C1=CC=CC=C1C=C2)C#N 1-(3-chlorophenyl)imidazo[1,5-a]quinoline-3-carbonitrile